N-(2,6-dioxopiperidin-3-yl)-3-(phenylsulfonamido)propionamide O=C1NC(CCC1NC(CCNS(=O)(=O)C1=CC=CC=C1)=O)=O